ClC1=NN(C2=NC(=NC=C21)C(=O)N(C)CC2=CC=C(C=C2)OC)C2=CC=C(C=C2)F 3-chloro-1-(4-fluorophenyl)-N-(4-methoxybenzyl)-N-methyl-1H-pyrazolo[3,4-d]pyrimidine-6-carboxamide